2-(4-((2-(3-(benzyloxy)-1-fluorocyclobutyl)-4-methylthiazol-5-yl)oxy)-3-fluorophenyl)-4-(2,6-difluorobenzyl)-2,4-dihydro-3H-1,2,4-triazol-3-one C(C1=CC=CC=C1)OC1CC(C1)(F)C=1SC(=C(N1)C)OC1=C(C=C(C=C1)N1N=CN(C1=O)CC1=C(C=CC=C1F)F)F